(5'-bromospiro[cyclohexane-1,3'-indolin]-1'-yl)(3-(piperidin-1-ylsulfonyl)phenyl)methanone BrC=1C=C2C3(CN(C2=CC1)C(=O)C1=CC(=CC=C1)S(=O)(=O)N1CCCCC1)CCCCC3